FC(C=1C=C(C=C(C1)C(F)(F)F)C1=NN(C=N1)/C=C(/C(=O)OC(C)C)\C1=CC=NC=C1)(F)F isopropyl (E)-3-(3-(3,5-bis(trifluoro-methyl)phenyl)-1H-1,2,4-triazol-1-yl)-2-(pyridin-4-yl)acrylate